4-Morpholinomethylbenzoic acid O1CCN(CC1)CC1=CC=C(C(=O)O)C=C1